4-((5-(1-amino-1-methylspiro[4.5]decan-8-yl)imidazo[1,2-c]pyrimidin-8-yl)thio)-5,6-dichloropyridin-2-amine NC1(CCCC12CCC(CC2)C2=NC=C(C=1N2C=CN1)SC1=CC(=NC(=C1Cl)Cl)N)C